N1[C@@H](CCC1)COC1=C(C=CC=C1)CC(=O)OC Methyl (S)-2-(2-(pyrrolidin-2-ylmethoxy)phenyl)acetate